ClC=1C=C(C(=O)NC2CCC23CCN(CC3)CC(C)C)C=CC1Cl 3,4-dichloro-N-(7-isobutyl-7-azaspiro[3.5]non-1-yl)benzamide